1,3-diisopropylphenylimidazole bicarbonate C(O)(O)=O.C(C)(C)C1(CC(=CC=C1)C(C)C)C=1NC=CN1